CN(C(C(C(=O)[O-])C1=CC=C(C=C1)C1=CC=C(C=C1)F)=O)C 3-(dimethylamino)-2-(4'-fluoro-[1,1'-biphenyl]-4-yl)-3-oxopropanoate